COC(=O)C1=CC2=C(N=C(S2)Br)C(=C1)OC(F)(F)F 2-bromo-4-(trifluoromethoxy)-1,3-benzothiazole-6-carboxylic acid methyl ester